6-ethyl-4-(4,4,5,5-tetramethyl-1,3,2-dioxaborolan-2-yl)-1-tosyl-1H-pyrrolo[2,3-c]pyridin-7(6H)-one C(C)N1C(C2=C(C(=C1)B1OC(C(O1)(C)C)(C)C)C=CN2S(=O)(=O)C2=CC=C(C)C=C2)=O